CN(S(=O)(=O)C=1SC=C(C1)S(=O)(=O)N(C)C)C1=C(C=CC=C1)N1CCCCC1 N2,N4,N4-Trimethyl-N2-[2-(1-piperidinyl)phenyl]thiophene-2,4-disulfonamide